(7-(5-chloro-6-fluoro-1-(tetrahydro-2H-pyran-2-yl)-1H-indazole-4-carbonyl)-2-(methylsulfanyl)-6,7-dihydro-5H-pyrrolo[2,3-d]Pyrimidine-4-yl)piperazine-1-carboxylic acid tert-butyl ester C(C)(C)(C)OC(=O)N1C(CNCC1)C=1C2=C(N=C(N1)SC)N(CC2)C(=O)C=2C=1C=NN(C1C=C(C2Cl)F)C2OCCCC2